(S)-4-(2-(hydroxymethyl)morpholino)-1-(o-tolyl)-7-(trifluoromethyl)quinazolin-2(1H)-one OC[C@H]1OCCN(C1)C1=NC(N(C2=CC(=CC=C12)C(F)(F)F)C1=C(C=CC=C1)C)=O